C(C)C1=NN(C2=C1C(NCC1(CCOCC1)C2)=O)C[C@H](COC(C2=C(C=CC(=C2)Cl)C(F)(F)F)=O)C 5-Chloro-2-(trifluoromethyl)benzoic acid [(2R)-3-(3-ethyl-4-oxo-spiro[6,8-dihydro-5H-pyrazolo[4,3-c]azepin-7,4'-tetrahydropyran]-1-yl)-2-methyl-propyl] ester